N-[2-(3,3-difluoropyrrolidin-1-yl)-4-(2-fluoro-5-methoxy-phenyl)-3-pyridyl]-6-methoxy-pyridine-3-carboxamide FC1(CN(CC1)C1=NC=CC(=C1NC(=O)C=1C=NC(=CC1)OC)C1=C(C=CC(=C1)OC)F)F